thiobis-(6-tert-butylphenol) S(C1=C(C(=CC=C1)C(C)(C)C)O)C1=C(C(=CC=C1)C(C)(C)C)O